C(C)(=O)OCCCC1=C(N(C2=C(C(=CC=C12)Cl)C1=C2N(N=C1CCl)CCC2)C)C(=O)OC Methyl 3-(3-acetoxypropyl)-6-chloro-7-(2-(chloromethyl)-5,6-dihydro-4H-pyrrolo[1,2-b]pyrazol-3-yl)-1-methyl-1H-indole-2-carboxylate